7-Allyl-2-(3-(but-3-en-1-yloxy)pyridin-4-yl)-3-((3-fluoro-2-methoxyphenyl)amino)-1,5,6,7-tetrahydro-4H-pyrrolo[3,2-c]pyridin-4-one C(C=C)C1C2=C(C(NC1)=O)C(=C(N2)C2=C(C=NC=C2)OCCC=C)NC2=C(C(=CC=C2)F)OC